benzene-1,4-diboronic acid C1(=CC=C(C=C1)B(O)O)B(O)O